C(C=C)OC1=CC=C(C=C1)Br 1-Allyloxy-4-bromobenzol